FC1=C(C=C(C=C1)[N+](=O)[O-])OCCOC 1-fluoro-2-(2-methoxyethoxy)-4-nitrobenzene